C(C1=CC=CC=C1)(=O)C1=NNC(=N1)C(=O)N1C[C@@]2(CCC1)C1=C(NC(O2)=O)C=CC(=C1F)Cl (R)-1'-(3-benzoyl-1H-1,2,4-triazole-5-carbonyl)-6-chloro-5-fluorospiro[benzo[d][1,3]oxazine-4,3'-piperidin]-2(1H)-one